tert-butyl methyl(3-((3-phenoxyphenethyl) amino)propyl)carbamate CN(C(OC(C)(C)C)=O)CCCNCCC1=CC(=CC=C1)OC1=CC=CC=C1